C(#N)C=1C(=CC(=NC1)OC)C1=NC=C(C=C1)C1(CC1)NC(=O)C1=CC(=NN1C)C(F)(F)F N-(1-(5'-cyano-2'-methoxy-[2,4'-bipyridin]-5-yl)cyclopropyl)-1-methyl-3-(trifluoromethyl)-1H-pyrazole-5-carboxamide